methyl 6-(4-(trifluoromethyl)cyclohexyl)picolinate FC(C1CCC(CC1)C1=CC=CC(=N1)C(=O)OC)(F)F